m-dimethoxyaniline COC1(N)CC(=CC=C1)OC